5-(2,4-dioxo-3-((2-(trimethylsilyl)ethoxy)methyl)imidazolidin-1-yl)pentane-1-sulfonyl chloride O=C1N(CC(N1COCC[Si](C)(C)C)=O)CCCCCS(=O)(=O)Cl